2,4,6-tri(3-Hydroxy-4-aminophenyl)-1,3,5-triazine OC=1C=C(C=CC1N)C1=NC(=NC(=N1)C1=CC(=C(C=C1)N)O)C1=CC(=C(C=C1)N)O